FC1(CCN(CC1)C(=O)C=1C=CC(=NC1)C=1C=C(C2=C(C(=C(O2)C#N)C)C1)C(F)(F)F)F 5-(5-(4,4-Difluoropiperidine-1-carbonyl)pyridin-2-yl)-3-methyl-7-(trifluoromethyl)benzofuran-2-carbonitrile